1-(6,7-dihydro-5H-benzo[6,7]cyclohepta[1,2-c]pyridazin-3-yl)-N3-(3-methyl-4-(4-pyrrolidin-1-ylpiperidinyl)phenyl)-1H-1,2,4-triazole-3,5-diamine N1=NC(=CC2=C1C1=C(CCC2)C=CC=C1)N1N=C(N=C1N)NC1=CC(=C(C=C1)N1CCC(CC1)N1CCCC1)C